tert-butyl (4-cyclopropyl-6-methoxy-1,5-naphthyridin-3-yl)carbamate C1(CC1)C1=C(C=NC2=CC=C(N=C12)OC)NC(OC(C)(C)C)=O